C(C)(C)(C)C1=C(N=NN1)O tert-butyl-hydroxytriazole